C1(C=CC(N1CC(=O)ON1C(CCC1=O)=O)=O)=O N-alpha-maleimidoacetyl-oxysuccinimide